FC=1C=C2C(C(=CN3C2=C(C1N1CCN(CC1)CC1=CC=CC2=CC=CC=C12)OC[C@@H]3C)C(=O)O)=O (S)-9-fluoro-3-methyl-10-(4-(naphthalen-1-ylmethyl)piperazin-1-yl)-7-oxo-2,3-dihydro-7H-[1,4]oxazino[2,3,4-ij]quinoline-6-carboxylic acid